FC(CCN1N=NC(=C1)C(=O)NCC1=C(C=CC(=C1)OC(F)(F)F)F)CN1N=NC(=C1)NC(CC1=C(C=CC(=C1)OC(F)(F)F)F)=O 1-[3-fluoro-4-(4-{2-[2-fluoro-5-(trifluoromethoxy)phenyl]acetamido}-1H-1,2,3-triazol-1-yl)butyl]-N-{[2-fluoro-5-(trifluoromethoxy)phenyl]methyl}-1H-1,2,3-triazole-4-carboxamide